(R)-N-(3-(((R*)-1-(3-(1H-pyrazol-4-yl)naphthalen-1-yl)ethyl)carbamoyl)-4-methylphenyl)piperidine-2-carboxamide N1N=CC(=C1)C=1C=C(C2=CC=CC=C2C1)[C@@H](C)NC(=O)C=1C=C(C=CC1C)NC(=O)[C@@H]1NCCCC1 |o1:15|